CC1(OCC[C@@H](C1)C1=CC2=C(N(C(=C2)C(=O)O)[C@@]2([C@H](C2)C(C)(C)O)C2=NOC(N2)=C=O)S1)C 2-((S)-2,2-dimethyltetrahydro-2H-pyran-4-yl)-6-((1S,2S)-2-(2-hydroxypropane-2-yl)-1-(5-carbonyl-4,5-dihydro-1,2,4-oxadiazol-3-yl)cyclopropyl)-6H-thieno[2,3-b]pyrrole-5-carboxylic acid